FC(C[C@@H](C)N1N=CC(=C1)C=1C=2N(C=C(N1)C=1C=NN(C1)C[C@H](CO)O)N=CC2)(F)F (R)-3-(4-(4-(1-((R)-4,4,4-trifluorobutan-2-yl)-1H-pyrazol-4-yl)pyrazolo[1,5-a]pyrazin-6-yl)-1H-pyrazol-1-yl)propane-1,2-diol